O=C1NC(CCC1N1C(C2=CC(=C(C=C2C1)CNC(C)=O)F)=O)=O N-{[2-(2,6-dioxopiperidin-3-yl)-6-fluoro-1-oxo-2,3-dihydro-1H-isoindol-5-yl]methyl}acetamide